2-(2-Aminopyridin-4-yl)-N-(6-chloro-2,2-dimethyl-2,3-dihydrobenzofuran-5-yl)oxazole-4-carboxamide NC1=NC=CC(=C1)C=1OC=C(N1)C(=O)NC=1C(=CC2=C(CC(O2)(C)C)C1)Cl